N1(C=NC=C1)C=1N=C(C2=C(N1)C=CN2)C(=O)NC=2C=NC(=CC2)OC 2-(1H-imidazol-1-yl)-N-(6-methoxypyridin-3-yl)-5H-pyrrolo[3,2-d]pyrimidine-4-carboxamide